N-[(2-chloro-quinolin-7-yl)methyl]-N-(5,6,7,8-tetrahydroquinoxalin-5-yl)pyridine-3-carboxamide ClC1=NC2=CC(=CC=C2C=C1)CN(C(=O)C=1C=NC=CC1)C1C=2N=CC=NC2CCC1